[Br-].[NH4+].CC=1N=C(SC1C)[N+]=1N(N=NC1C1=CC=CC=C1)C1=CC=CC=C1.[Br-] (4,5-dimethylthiazol-2-yl)-2,5-diphenyl-2h-tetrazolium ammonium bromide